C(CCCCCCCCCCC)CCC(=S)OCC(COC(CCCCCCCCCCCCCC)=S)(COC(CCCCCCCCCCCCCC)=S)COC(CCCCCCCCCCCCCC)=S 3-dodecylthiopropionic acid [3-(3-dodecylthiopropionyloxy)-2,2-bis(3-dodecylthiopropionyloxymethyl) propyl] ester